(3S,4R)-4-((5-(trifluoromethyl)-7-(5-((R)-1,1,1-trifluoropropan-2-yl)pyridin-2-yl)pyrrolo[2,1-f][1,2,4]triazin-2-yl)amino)tetrahydro-2H-pyran-3-ol FC(C=1C=C(N2N=C(N=CC21)N[C@H]2[C@@H](COCC2)O)C2=NC=C(C=C2)[C@H](C(F)(F)F)C)(F)F